tert-butyl 4-hydroxy-2-methylsulfanyl-5,6,7,9-tetrahydropyrimido[4,5-c]azepine-8-carboxylate OC1=NC(=NC=2CN(CCCC21)C(=O)OC(C)(C)C)SC